C1(=CC=CC=C1)CC(C)=O phenyl-2-propanone